2-[(4,4-difluorocyclohexyl)methyl]-N-(2-fluoro-3-methylsulfonylphenyl)-4-(trifluoromethyl)pyrazole-3-carboxamide FC1(CCC(CC1)CN1N=CC(=C1C(=O)NC1=C(C(=CC=C1)S(=O)(=O)C)F)C(F)(F)F)F